1-[2-Chloro-5-(4-ethoxybenzoyl)phenyl]-3-(4-methoxyphenyl)urea ClC1=C(C=C(C=C1)C(C1=CC=C(C=C1)OCC)=O)NC(=O)NC1=CC=C(C=C1)OC